FC1=CC(NC=C1)=O 4-fluoro-2-oxo-1,2-dihydropyridin